((trans)-4-(3-(4-chloro-3-fluorophenyl)-2-oxoimidazolidin-1-yl)cyclohexyl)carbamic acid benzyl ester C(C1=CC=CC=C1)OC(N[C@@H]1CC[C@H](CC1)N1C(N(CC1)C1=CC(=C(C=C1)Cl)F)=O)=O